6-(Bis(2,6-dimethylphenyl)methyl)-3',6'-di-tert-butyl-9-ethyl-9H-3,9'-bicarbazole CC1=C(C(=CC=C1)C)C(C=1C=C2C=3C=C(C=CC3N(C2=CC1)CC)N1C2=CC=C(C=C2C=2C=C(C=CC12)C(C)(C)C)C(C)(C)C)C1=C(C=CC=C1C)C